CN1C(N(C2=C1C=C(C=C2)CN2CCN(CC2)[C@H]2CNCC2)C2C(NC(CC2)=O)=O)=O 3-[3-Methyl-2-oxo-5-[[4-[(3R)-pyrrolidin-3-yl]piperazin-1-yl]methyl]benzimidazol-1-yl]piperidine-2,6-dione